[OH-].C(CC)[NH3+] propylammonium hydroxide